isobutylbis(hydroxyethyl)phosphine oxide C(C(C)C)P(CCO)(CCO)=O